2-[(tributylstannyl)methoxy]-ethylamine C(CCC)[Sn](CCCC)(CCCC)COCCN